(3S,4R)-N-[2-(3-{[4-(dimethylphosphoryl)-2-methoxyphenyl]amino}prop-1-yn-1-yl)-3-[(trifluoromethyl)sulfanyl]pyrazolo[1,5-a]pyridin-7-yl]-3-fluoro-1-methylpiperidin-4-amine CP(=O)(C)C1=CC(=C(C=C1)NCC#CC1=NN2C(C=CC=C2N[C@H]2[C@H](CN(CC2)C)F)=C1SC(F)(F)F)OC